CC=1N=NN(C1C)C1CC(C1)O (1r,3r)-3-(4,5-dimethyl-1H-1,2,3-triazol-1-yl)cyclobutan-1-ol